N-(3',4'-dimethoxy-2-(2-trityl-2H-tetrazol-5-yl)-[1,1'-biphenyl]-4-yl)-4-methylpiperidine COC=1C=C(C=CC1OC)C1=C(C=C(C=C1)N1CCC(CC1)C)C=1N=NN(N1)C(C1=CC=CC=C1)(C1=CC=CC=C1)C1=CC=CC=C1